C12(CC(C1)C2)NC(CN2C(C(=CC=C2)NC([C@H](CCC(C(=O)NCC)=O)NC(=O)C=2N=NSC2)=O)=O)=O (S)-N1-(1-(2-(Bicyclo[1.1.1]pentan-1-ylamino)-2-oxoethyl)-2-oxo-1,2-dihydropyridin-3-yl)-N6-ethyl-5-oxo-2-(1,2,3-thiadiazol-4-carboxamido)hexandiamid